NC1CC(C1)CCCNC=1C(=NC(=CC1)N1C[C@@H](O[C@@H](C1)C)C)C N-(3-((1s,3R)-3-aminocyclobutyl)propyl)-6-((2S,6R)-2,6-dimethylmorpholino)-2-methylpyridin-3-amine